(R)-(6-(2-methyl-2H-pyrazolo[3,4-b]pyridin-5-yl)thieno[2,3-b]pyridin-2-yl)((cis)-3-(trifluoromethyl)cyclobutyl)methanol CN1N=C2N=CC(=CC2=C1)C1=CC=C2C(=N1)SC(=C2)[C@H](O)[C@@H]2C[C@@H](C2)C(F)(F)F